(1R,2S)-5'-methoxy-2-(3-{[3-methyl-1-(trifluoromethyl)-1H-pyrazol-5-yl]amino}-1H-indazol-6-yl)spiro[cyclopropane-1,3'-indol]-2'(1'H)-one COC=1C=C2[C@]3(C(NC2=CC1)=O)[C@@H](C3)C3=CC=C1C(=NNC1=C3)NC3=CC(=NN3C(F)(F)F)C